2'-bromo-4-[(5-chloro-3-fluoropyridin-2-yl)methoxy]-5',6-dimethyl-[1,4'-bipyridin]-2-one BrC1=NC=C(C(=C1)N1C(C=C(C=C1C)OCC1=NC=C(C=C1F)Cl)=O)C